N-(4-Aminobutyl)-3-cyano-5-(1-(isochinolin-4-yl)-5-(trifluoromethyl)-1H-pyrazol-4-carboxamido)picolinamid NCCCCNC(C1=NC=C(C=C1C#N)NC(=O)C=1C=NN(C1C(F)(F)F)C1=CN=CC2=CC=CC=C12)=O